C1(CCCCCCC1)C(NC(=O)C=1C(=NOC1)C)C1=NC2=C(N1)C=CC(=C2F)C(CO)C2=CC=NC=C2 N-(cyclooctyl-{4-fluoro-5-[2-hydroxy-1-(pyridin-4-yl)ethyl]-1H-benzoimidazol-2-yl}-methyl)-3-methylisoxazole-4-carboxamide